OC1=C(OC2=CC(=CC(=C2C1=O)O)O)C1=CC=CC=C1 3,5,7-trihydroxy-2-phenylchromen-4-one